ClC1=NC2=NC(=C(N=C2C(=N1)Cl)C1CC1)C(=O)OCC ethyl 2,4-dichloro-6-cyclopropyl-pteridine-7-carboxylate